1-(4-(benzyloxy)-6-fluorobenzofuran-2-yl)-2-bromoethanone C(C1=CC=CC=C1)OC1=CC(=CC2=C1C=C(O2)C(CBr)=O)F